(E)-2-(2-chloropent-3-en-1-yl)cyclopent-en tert-Butyl-(2R,4R)-2-ethynyl-4-hydroxypyrrolidine-1-carboxylate C(C)(C)(C)OC(=O)N1[C@H](C[C@H](C1)O)C#C.ClC(CC1=CCCC1)\C=C\C